OC(CC(COOC(C(=O)[O-])(CCCCCC)CCCC)C)C 4-hydroxy-2-methylpentylperoxy-(2-butyloctanoate)